COC1=C(C(=CC=C1)OC)C1=CN(C2=NC(=CC=C21)NC(=O)C2C([C@H]2F)CN2CCN(CC2)C)COCC[Si](C)(C)C trans-N-(3-(2,6-dimethoxyphenyl)-1-((2-(trimethylsilyl)ethoxy)methyl)-1H-pyrrolo[2,3-b]pyridin-6-yl)-3(R)-fluoro-2-((4-methylpiperazin-1-yl)methyl)cyclopropane-1-carboxamide